ClC1=NC=C(C(=C1)C1=C(C=NC(=C1)C)C(=O)NC=1SC(=NN1)[C@@H]1[C@H](C1)C)OC 2'-chloro-5'-methoxy-6-methyl-N-(5-((1S,2S)-2-methylcyclopropyl)-1,3,4-thiadiazol-2-yl)-(4,4'-bipyridine)-3-carboxamide